4-{(1S,3S)-3-[5-(2-cyclopentyl-1-oxooctahydrocyclopenta[c]pyrrol-5-yl)-1,2,4-oxadiazol-3-yl]-2,2-dimethylcyclopropyl}benzenesulfonamide C1(CCCC1)N1C(C2C(C1)CC(C2)C2=NC(=NO2)[C@@H]2C([C@H]2C2=CC=C(C=C2)S(=O)(=O)N)(C)C)=O